triazolo[1,5-a]pyrimidine-2-carboxylic acid N1N(C=C2N1C=CC=N2)C(=O)O